F[C@@H]1[C@@]2(CC[C@](C[C@H]1N(C1=CC=C(N=N1)C1=C(C=C(C=C1)N1C=NC=C1)O)C)(N2)C)C 2-(6-(((1S,2S,3R,5R)-2-fluoro-1,5-dimethyl-8-azabicyclo[3.2.1]octan-3-yl)(methyl)amino)pyridazin-3-yl)-5-(1H-imidazol-1-yl)phenol